(4-bromo-2-methoxy-phenyl)-5-methyl-3-phenyl-isoxazole-4-carboxamide BrC1=CC(=C(C=C1)NC(=O)C=1C(=NOC1C)C1=CC=CC=C1)OC